FC1=CC=C(C=C1)C1NCCC=2C=CC=NC12 8-(4-fluorophenyl)-5,6,7,8-tetrahydro-1,7-naphthyridine